FC1=C(C=2C=NC(=NC2C=C1C1=C(C2=C(OCCN2)N=C1)C)NC=1C=C2CCN(CC2=CC1OC)C)N 6-fluoro-N2-(7-methoxy-2-methyl-1,2,3,4-tetrahydroisoquinolin-6-yl)-7-(8-methyl-2,3-dihydro-1H-pyrido[2,3-b][1,4]oxazin-7-yl)quinazoline-2,5-diamine